C1=C(C=CC=2OC3=C(C21)C=CC=C3)OC(CO)C=C 2-(dibenzofuran-2-yloxy)but-3-en-1-ol